4-Piperidylmethyl 2-[1-(2,6-dioxo-3-piperidyl)-3-methyl-2-oxo-benzimidazol-5-yl]acetate O=C1NC(CCC1N1C(N(C2=C1C=CC(=C2)CC(=O)OCC2CCNCC2)C)=O)=O